NC(C[C@@H](C#C)NC(=O)[C@H]1N(CCC1)C(=O)C1(CC(C1)OC)C1=CC=C(C=C1)OC(F)(F)F)=O Z-(2S)-N-[(1S)-1-(2-Amino-2-oxo-ethyl)prop-2-ynyl]-1-[3-methoxy-1-[4-(trifluoromethoxy)phenyl]cyclobutanecarbonyl]pyrrolidine-2-carboxamide